1-(4-(6-chloro-4-fluoro-5-(2-fluoro-6-hydroxyphenyl)-1H-benzo[d]imidazol-1-yl)piperidin-1-yl)prop-2-en-1-one ClC=1C(=C(C2=C(N(C=N2)C2CCN(CC2)C(C=C)=O)C1)F)C1=C(C=CC=C1O)F